4-[(4-fluorophenyl)methoxy]-1-(2,3,4,5-tetrahydro-1H-[1,4]diazepino[1,7-a]indol-9-yl)pyridin-2(1H)-one FC1=CC=C(C=C1)COC1=CC(N(C=C1)C1=CC=2C=C3N(C2C=C1)CCNCC3)=O